ClC=1C=C(C=CC1)NC1=NC=C(C(=N1)NC1=CC=C2CCNCC2=C1)C=1C=NN(C1)C(C)C N2-(3-chlorophenyl)-5-(1-isopropyl-1H-pyrazol-4-yl)-N4-(1,2,3,4-tetrahydroisoquinolin-7-yl)pyrimidine-2,4-diamine